3,4-dihydroisoquinoline-4-carboxamide C1=NCC(C2=CC=CC=C12)C(=O)N